[K+].FC(S(=O)(=O)[N-]S(=O)(=O)C(F)(F)F)(F)F bis(perfluoromethylsulfonyl)amide potassium salt